(2S,4S)-1-acetyl-4-hydroxypyrrolidine-2-carboxylic acid C(C)(=O)N1[C@@H](C[C@@H](C1)O)C(=O)O